ClC1=C(C(=NN1)C)NC(C1=C(C=C(C(=C1)F)C1=NC(=C(C=C1)Cl)C(C)O)O[C@H](C(F)(F)F)C)=O N-(5-chloro-3-methyl-1H-pyrazol-4-yl)-4-(5-chloro-6-(1-hydroxyethyl)pyridin-2-yl)-5-fluoro-2-(((S)-1,1,1-trifluoropropan-2-yl)oxy)benzamide